1-(4-methoxybenzyl)-1H-pyrazole-3,5-diamine COC1=CC=C(CN2N=C(C=C2N)N)C=C1